CC1=NOC(=C1C=1N=C(NC1)C1N(CCCC1)C(C(C)SC)=O)C 1-(2-(4-(3,5-dimethylisoxazol-4-yl)-1H-imidazol-2-yl)piperidin-1-yl)(methylthio)propan-1-one